(S)-3-(4-(((R)-7-Fluoro-4-(2-methyl-6-((3-methyloxetan-3-yl)methoxy)pyridin-3-yl)-2,3-dihydro-1H-inden-1-yl)oxy)phenyl)hex-4-ynoic acid FC=1C=CC(=C2CC[C@H](C12)OC1=CC=C(C=C1)[C@H](CC(=O)O)C#CC)C=1C(=NC(=CC1)OCC1(COC1)C)C